8-(5-chloro-3-methylpyridin-2-yl)-6,9-dioxo-5-(4-(trifluoromethyl)benzyl)-5,8-diazaspiro[3.5]nonane-2-carboxamide ClC=1C=C(C(=NC1)N1CC(N(C2(CC(C2)C(=O)N)C1=O)CC1=CC=C(C=C1)C(F)(F)F)=O)C